tert-butyl 3-methyl-3-(pyridin-2-yloxy)pyrrolidine-1-carboxylate CC1(CN(CC1)C(=O)OC(C)(C)C)OC1=NC=CC=C1